9-(3-(3,5-di(pyridin-2-yl)-1H-1,2,4-triazol-1-yl)phenyl)-9H-carbazole N1=C(C=CC=C1)C1=NN(C(=N1)C1=NC=CC=C1)C=1C=C(C=CC1)N1C2=CC=CC=C2C=2C=CC=CC12